C(#N)C1=C2C[C@H](CNC2=CC=C1)[C@@H](C1=CC=CC=C1)NC[C@H](C)C1=C(C=C(C=C1)CC(=O)O)OC |o1:21| 2-(4-((R or S)-1-(((S)-((R)-5-cyano-1,2,3,4-tetrahydroquinolin-3-yl)(phenyl)methyl)amino)propan-2-yl)-3-methoxyphenyl)acetic acid